Cl.NCCCCCNC(=O)C=1C=CC(=C(C(=O)[O-])C1)C=1C2=CC=C(C=C2OC2=CC(C=CC12)=[N+](C)C)N(C)C 5-((5-aminopentyl) carbamoyl)-2-(6-(dimethylamino)-3-(dimethyliminio)-3H-xanthen-9-yl)benzoate hydrochloride